4-[5-(2-aminoethyl)pyrimidin-2-yl]-3-[(5-cyclopropyl-1,3,4-thiadiazol-2-yl)oxy]benzonitrile NCCC=1C=NC(=NC1)C1=C(C=C(C#N)C=C1)OC=1SC(=NN1)C1CC1